propyl-4-(2,2,2-trifluoroacetyl)piperazine-1-sulfonamide C(CC)C1N(CCN(C1)C(C(F)(F)F)=O)S(=O)(=O)N